BrC1=C(C=CC=C1F)C1=C(C=CC(=C1)F)O bromo-3,5'-difluoro-2'-hydroxy-[1,1'-biphenyl]